CN1C=NC=C1C(=O)N[C@H](C(=O)NC=1C(N(C=CC1)CC(=O)OCC)=O)CCC(C(=O)NC)=O (S)-ethyl 2-(3-(2-(1-methyl-1H-imidazole-5-carboxamido)-6-(methylamino)-5,6-dioxohexanamido)-2-oxopyridin-1(2H)-yl)acetate